N,N,N',N'-Tetramethylhexylenediamine CN(CCCCCCN(C)C)C